NC([C@H](C[C@H]1C(NCC1)=O)NC(=O)[C@@H]1C[Si](CN1C(=O)C1=CNC2=CC=CC=C12)(C)C)=O (R)-N-((S)-1-amino-1-oxo-3-((S)-2-oxopyrrolidin-3-yl)propan-2-yl)-1-(1H-indole-3-carbonyl)-3,3-dimethyl-1,3-azasilolidine-5-carboxamide